FC1=C(C=C(C(=C1)C)C)NC1=NC=C(C(=N1)NC=1C=CC2=C(NC(O2)=O)C1)C 5-(2-(2-fluoro-4,5-dimethylphenylamino)-5-methylpyrimidin-4-ylamino)benzo[d]oxazol-2(3H)-one